ClC1=C2C(=NC=C1)N(N=C2)C2OCCCC2 4-chloro-1-(oxan-2-yl)pyrazolo[3,4-b]pyridine